C(#N)C1=CC=C(C=C1)C1CN(CCC1CO)C(=O)[O-] 3-(4-cyanophenyl)-4-(hydroxymethyl)piperidine-1-carboxylate